C1(CC1)C=1C=C(N(N1)C)N(C1=NC(=NC=C1)N1C2CCC(C1)(C2)CO)C [2-[4-[(5-Cyclopropyl-2-methyl-pyrazol-3-yl)-methyl-amino]pyrimidin-2-yl]-2-azabicyclo[2.2.1]heptan-4-yl]methanol